FC1=C(SC(=C1)[Sn](C)(C)C)C=1SC(=CC1F)[Sn](C)(C)C 1,1'-(3,3'-difluoro[2,2'-bithiophene]-5,5'-diyl)bis[1,1,1-trimethyl-stannane]